Pyridine-3,5-dicarboxylic acid 5-tert-butyl ester C(C)(C)(C)OC(=O)C=1C=C(C=NC1)C(=O)O